zinc nitrate, hydrochloride Cl.[N+](=O)([O-])[O-].[Zn+2].[N+](=O)([O-])[O-]